N-(3-Chloro-2-fluorophenyl)-6-(imidazolidin-1-yl)pyrido[3,2-d]pyrimidin-4-amine ClC=1C(=C(C=CC1)NC=1C2=C(N=CN1)C=CC(=N2)N2CNCC2)F